α-L-psicofuranose OC[C@]1(O)[C@@H](O)[C@@H](O)[C@@H](O1)CO